ClC1=CC=2C(OCC=3C=CC=CC3C3=CC=C(C(NS(C(=C1O)C2)(=O)=O)=C3)F)=O 13-chloro-19-fluoro-14-hydroxy-16,16-dioxo-9-oxa-16λ6-thia-17-azatetracyclo[16.3.1.111,15.02,7]tricosa-1(21),2(7),3,5,11(23),12,14,18(22),19-nonaen-10-one